C(#C)C1=CC(=NC=2N=C(N=CC21)NC2=CC=C(C=C2)N(C(C)=O)C)N2C(NCC21CCCC1)=O N-{4-[(5-Ethynyl-7-{2-oxo-1,3-diazaspiro[4.4]nonan-1-yl}pyrido[2,3-d]pyrimidin-2-yl)amino]phenyl}-N-methylacetamide